2-bromo-3-(methoxymethoxy)-4-((methoxymethoxy)carbonyl)-5,6-dimethylphenyl 5-(benzyloxy)-7-methylchromane-8-carboxylate C(C1=CC=CC=C1)OC1=C2CCCOC2=C(C(=C1)C)C(=O)OC1=C(C(=C(C(=C1C)C)C(=O)OCOC)OCOC)Br